N(=[N+]=[N-])C1=CC(=C(C=C1)NCCCCCC(=O)ON1C(C(CC1=O)(S(=O)(=O)O)S(=O)(=O)O)=O)[N+](=O)[O-] sulpho-sulfosuccinimidyl 6-(4'-azido-2'-nitrophenylamino)hexanoate